(R)-3-(3-((tert-butyldimethylsilyl)oxy)-2-methylpropoxy)-5-methyl-4-nitro-1-(tetrahydro-2H-pyran-4-yl)-1H-pyrazole [Si](C)(C)(C(C)(C)C)OC[C@@H](COC1=NN(C(=C1[N+](=O)[O-])C)C1CCOCC1)C